P(O)(=O)(OP(=O)(O)OP(=O)(O)O)OC[C@@H]1[C@H]([C@H]([C@@H](O1)N1C=NC2=C(N)NC(=O)N=C12)O)O isoguanosine-5'-triphosphate